NC1=CC(C=NN1)=O 6-aminopyridazin-4(1H)-one